(7-Nitro-benzo[d][1,3]dioxol-5-yl)methanol [N+](=O)([O-])C1=CC(=CC2=C1OCO2)CO